tert-butyl 5-bromo-3-((tert-butoxycarbonyl)amino)-1H-indole-1-carboxylate tert-Butyl-(5-bromo-1H-indol-3-yl)carbamate C(C)(C)(C)N(C(O)=O)C1=CNC2=CC=C(C=C12)Br.BrC=1C=C2C(=CN(C2=CC1)C(=O)OC(C)(C)C)NC(=O)OC(C)(C)C